1-((1S,2R,3R,4S)-1-(aminomethyl)-2,3-dihydroxy-6,8-dioxabicyclo[3.2.1]octan-4-yl)imidazolidine-2-thione NC[C@@]12[C@@H]([C@@H]([C@@H](C(OC1)O2)N2C(NCC2)=S)O)O